3-dimethylaminopropyl-octanamide CN(CCCC(C(=O)N)CCCCCC)C